O=C1N(N=CC2=C(C=CC=C12)OC(C(=O)OC)C)COCC[Si](C)(C)C methyl 2-((1-oxo-2-((2-(trimethylsilyl)ethoxy)methyl)-1,2-dihydrophthalazin-5-yl)oxy)propanoate